FC=1C(=CC2=C(OCCN2C)C1)CCNC(OC(C)(C)C)=O tert-butyl (2-(7-fluoro-4-methyl-3,4-dihydro-2H-benzo[b][1,4]oxazin-6-yl)ethyl)carbamate